2-amino-N-((1R,4S)-4-hydroxycyclohexyl)-5-(4-((1S,5R)-3-(2,2,2-trifluoroethyl)-3-azabicyclo[3.1.0]hex-1-yl)phenyl)nicotinamide NC1=C(C(=O)NC2CCC(CC2)O)C=C(C=N1)C1=CC=C(C=C1)[C@]12CN(C[C@@H]2C1)CC(F)(F)F